ClC=1N=C(SC1)N1N=CC(=C1)C(C(=O)NC1=NNC(=C1)C1CC1)C 2-(1-(4-chlorothiazol-2-yl)-1H-pyrazol-4-yl)-N-(5-cyclopropyl-1H-pyrazol-3-yl)propanamide